FNC(C(=O)O)C(=O)C1=NC=CC=C1 fluoro-2-pyridineformylglycine